NC=1C=C(OC=2C=C(C=C(C2)C)C=2C3=C(C(N(C2)C)=O)N(C(=C3)C3=NC(=NN3)C)COCC[Si](C)(C)C)C=CC1C 4-(3-(3-amino-4-methylphenoxy)-5-methylphenyl)-6-methyl-2-(3-methyl-1H-1,2,4-triazol-5-yl)-1-((2-(trimethylsilyl)ethoxy)methyl)-1H-pyrrolo[2,3-c]pyridin-7(6H)-one